Cl.N1=CNC(=C1)CC(=O)O (3H-imidazol-4-yl)-acetic acid HCl